(4-(4-((1-((1s,3s)-3-ethoxycyclobutyl)-3-(6-fluoropyridin-2-yl)-1H-pyrazol-4-yl)carbamoyl)thiazol-2-yl)-1H-pyrazol-1-yl)methyl dihydrogen phosphate P(=O)(OCN1N=CC(=C1)C=1SC=C(N1)C(NC=1C(=NN(C1)C1CC(C1)OCC)C1=NC(=CC=C1)F)=O)(O)O